(2S)-2-(((4-Nitrophenoxy)(phenoxy)phosphoryl)amino)propionic acid cyclohexyl ester C1(CCCCC1)OC([C@H](C)NP(=O)(OC1=CC=CC=C1)OC1=CC=C(C=C1)[N+](=O)[O-])=O